CC(=O)N[C@@H]1[C@H]([C@@H]([C@H](O[C@H]1O[C@H]2[C@H]([C@H](O[C@H]([C@@H]2O)O[C@@H]3[C@H](O[C@H]([C@@H]([C@H]3O)O)O[C@H]4[C@@H]([C@@H]([C@H](O[C@@H]4[C@H](CO)O)O[C@@H]5[C@@H](CC(O[C@@H]5[C@@H](CO)O)(C(=O)O)O)O)O)O[C@@H]6[C@H]([C@H]([C@@H]([C@H](O6)[C@H](CO)O)O)OP(=O)(O)OCCN)O[C@@H]7[C@@H]([C@H]([C@@H]([C@H](O7)CO)O)O)NC(=O)C)CO)CO)O)CO)O)O The molecule is a branched oligosaccharide phosphate comprising a D-galactose residue, two N-acetyl-D-glucosamine residues, a D-glucose residue, two L-glycero-D-manno-heptose residues (one of which is phosphoethanolamine-substituted on O-3), with linkages as shown and with a 3-deoxy-D-manno-oct-2-ulosonic acid (2-keto-3-deoxy-D-mannooctanoic acid, Kdo) residue at the reducing end. Corresponds to the lgtB mutant of the core oligosaccharide of Neisseria meningitidis.